2-((6-(2-aminobenzo[d]oxazol-5-yl)quinazolin-4-yl)amino)acetamide NC=1OC2=C(N1)C=C(C=C2)C=2C=C1C(=NC=NC1=CC2)NCC(=O)N